COCCOCCC(=O)O 3-(2-methoxyethoxy)propionic acid